[Cu].[Ni].CNC(=O)N methyl-urea nickel-copper